C(C)(C)(C)OC(NCCC1=CC(=NC=C1)Br)=O (2-(2-bromopyridin-4-yl)ethyl)carbamic acid tert-butyl ester